BrC1=CC=C(C=C1)NS(=O)(=O)N[C@H](C(=O)OC(C)(C)C)CC(C)C tert-butyl (2S)-2-{[(4-bromophenyl)sulfamoyl]amino}-4-methylpentanoate